3-(((1-ethylazetidin-3-yl)carbamoyl)oxy)propane-1,2-diyl dipalmitate C(CCCCCCCCCCCCCCC)(=O)OCC(COC(NC1CN(C1)CC)=O)OC(CCCCCCCCCCCCCCC)=O